(1S,3R,4S,5R)-3-((5-fluoro-4-(8-fluoro-3-(2-hydroxypropan-2-yl)-4-methylcinnolin-6-yl)pyrimidin-2-yl)amino)-6,8-dioxabicyclo[3.2.1]octan-4-ol FC=1C(=NC(=NC1)N[C@@H]1C[C@H]2CO[C@@H]([C@H]1O)O2)C=2C=C1C(=C(N=NC1=C(C2)F)C(C)(C)O)C